Cl.N1[C@H]2[C@@H](CC1)CC[C@@H]2O |r| racemic-(3aR*,6S*,6aS*)-octahydrocyclopenta[b]pyrrol-6-ol hydrochloride